C1(CCC1)OC([C@H](C)N=P(=O)OC1=C(C=CC=C1)OC1=C(C(=C(C(=C1F)F)F)F)F)=O (S)-2-((R)-(perfluorophenoxy)-(phenoxy)-phosphorylamino)propionic acid cyclobutyl ester